N1(CCCCC1)CC1(CCCC1)CNC(=O)C1=CC2=C(S1)CCCCCC2 N-{[1-(Piperidin-1-ylmethyl)cyclopentyl]methyl}-4H,5H,6H,7H,8H,9H-cycloocta[b]thiophene-2-carboxamide